N1=C(C(=CC(=C1N)N)N)N 2,3,5,6-pyridinetetramine